(S*)-3-[[5-[3-(Difluoromethoxy)-4-fluoro-phenyl]-3-pyridyl]methyl]-5-methyl-oxazolidin-2-one FC(OC=1C=C(C=CC1F)C=1C=C(C=NC1)CN1C(O[C@H](C1)C)=O)F |o1:20|